ClC1=C(C(=CC=C1)C(F)(F)F)CC(=O)NC1=C(C=C(C(=C1)S(N)(=O)=O)N1N=CC(=C1)F)C(F)(F)F 2-[2-chloro-6-(trifluoromethyl)phenyl]-N-[4-(4-fluoro-1H-pyrazol-1-yl)-5-Sulfamoyl-2-(trifluoromethyl)phenyl]acetamide